(1S,3S)-3-((2-methyl-6-(1-methyl-5-(((((3-methylbenzyl)oxy)carbonyl)amino)methyl)-1H-1,2,3-triazol-4-yl)pyridin-3-yl)oxy)cyclohexane-1-carboxylic acid CC1=NC(=CC=C1O[C@@H]1C[C@H](CCC1)C(=O)O)C=1N=NN(C1CNC(=O)OCC1=CC(=CC=C1)C)C